1-(5-((5-chloro-4-(3-(pyridin-2-yl)phenyl)pyrimidin-2-yl)amino)pyridin-3-yl)pyrrolidin-2-one ClC=1C(=NC(=NC1)NC=1C=C(C=NC1)N1C(CCC1)=O)C1=CC(=CC=C1)C1=NC=CC=C1